ClC=1C=C(C=CC1C=1N(C2=NC=NC(=C2N1)OC1(CC1)C)CC=1C=NC(=CC1)C(F)(F)F)CC(=O)N 2-(3-chloro-4-(6-(1-methylcyclopropoxy)-9-((6-(trifluoromethyl)pyridin-3-yl)methyl)-9H-purin-8-yl)phenyl)acetamide